6-(4-amino-2,6-dichlorophenoxy)-4-isopropyl-2H-pyridazin-3-one NC1=CC(=C(OC=2C=C(C(NN2)=O)C(C)C)C(=C1)Cl)Cl